(S)-1-cyano-N-(5-(pyridazin-4-yl)thiazol-2-yl)pyrrolidine-3-carboxamide C(#N)N1C[C@H](CC1)C(=O)NC=1SC(=CN1)C1=CN=NC=C1